2,4,6-tri-tert-butylphenol C(C)(C)(C)C1=C(C(=CC(=C1)C(C)(C)C)C(C)(C)C)O